2-[6-[5-(Difluoromethyl)-2-thienyl]-3-fluoro-pyrazolo[4,3-b]pyridin-1-yl]-1-(3-fluoroazetidin-1-yl)ethanone FC(C1=CC=C(S1)C=1C=C2C(=NC1)C(=NN2CC(=O)N2CC(C2)F)F)F